N-(4-1,2,4-triazolylbutyl)benzamide N1N=C(N=C1)CCCCNC(C1=CC=CC=C1)=O